B(C1=C2C=CC=CC2=C(C3=CC=CC=C13)C4=CC5=CC=CC=C5C=C4)(O)O 9-(naphthalen-3-yl)anthracen-10-yl-10-boronic acid